(2S)-3-(4-bromothiazol-2-yl)-2-(tert-butoxycarbonylamino)-propionic acid BrC=1N=C(SC1)C[C@@H](C(=O)O)NC(=O)OC(C)(C)C